6-(3-chloro-6-(difluoromethyl)-2-fluorophenyl)-N-(1-((S or R)-1-(5-methyl-6-((1R,5S)-2-oxo-3-azabicyclo[3.1.0]hex-3-yl)pyridin-3-yl)ethyl)-1H-pyrazol-4-yl)pyrazine-2-carboxamide ClC=1C(=C(C(=CC1)C(F)F)C1=CN=CC(=N1)C(=O)NC=1C=NN(C1)[C@@H](C)C=1C=NC(=C(C1)C)N1C([C@@H]2C[C@@H]2C1)=O)F |o1:24|